C(C)(C)(C)C1=CC(=NC=C1)C1=NC=CC(=C1)C(C)(C)C 4,4'-bis(t-butyl)-2,2'-bipyridine